(1R,3S,4S)-2-(Toluene-4-sulfonyl)-2-azabicyclo[2.2.1]heptane-3-carboxylic acid benzofuran-6-ylmethyl-(4,4-difluoro-cyclohexyl)-amide O1C=CC2=C1C=C(C=C2)CN(C(=O)[C@H]2N([C@@H]1CC[C@H]2C1)S(=O)(=O)C1=CC=C(C)C=C1)C1CCC(CC1)(F)F